2-(2,5-dimethoxy-4-tolyl)ethan-1-amine COC1=C(C=C(C(=C1)CCN)OC)C